(6S)-6-[tert-butyl(dimethyl)silyl]oxy-4-(1,2,2-trimethylpropyl)-1,4-diazepan-2-one [Si](C)(C)(C(C)(C)C)O[C@@H]1CN(CC(NC1)=O)C(C(C)(C)C)C